Z-1,3-benzodiazole-5-carboxylate N1=CN=C2C1=CC=C(C2)C(=O)[O-]